ascorbic acid monophosphate P(=O)(O)(O)O.O=C1C(O)=C(O)[C@H](O1)[C@@H](O)CO